ClC1=CC(=CC(=N1)N1CCN(CC1)S(=O)(=O)C1=CC=C(C=C1)C=1C(=C(C(=O)N)C=C(C1)CN1CCC2C1CN(C2)C)OC)C(F)(F)F [4-[4-[6-chloro-4-(trifluoromethyl)-2-pyridyl]piperazin-1-yl]sulfonylphenyl]-2-methoxy-5-[(5-methyl-2,3,3a,4,6,6a-hexahydropyrrolo[2,3-c]pyrrol-1-yl)methyl]benzamide